3-(6-methyl-1-oxo-7-(trifluoromethyl)isoindolin-2-yl)piperidine-2,6-dione CC1=CC=C2CN(C(C2=C1C(F)(F)F)=O)C1C(NC(CC1)=O)=O